C(C=C)N1N(C2=NC(=NC=C2C1=O)NC1=CC=C(C=C1)N1CCN(CC1)C)C1=NC=2[C@@](CCCC2C=C1)(O)CC |r| racemic-2-allyl-1-(8-ethyl-8-hydroxy-5,6,7,8-tetrahydroquinolin-2-yl)-6-((4-(4-methylpiperazin-1-yl)phenyl)amino)-1,2-dihydro-3H-pyrazolo[3,4-d]pyrimidin-3-one